zirconocene trichloride [Cl-].[Cl-].[Cl-].[CH-]1C=CC=C1.[CH-]1C=CC=C1.[Zr+2]